Bis-Hydroxymethyl-Butanoic Acid OCC(C(=O)O)(CC)CO